FC1=C(OCC2=NC=CC(=N2)OC2CCN(CC2)C(C)C2=NC3=C(N2C[C@H]2OCC2)C=C(C=C3)C(=O)O)C=CC(=C1)F 2-(1-(4-((2-((2,4-Difluorophenoxy)methyl)pyrimidin-4-yl)oxy)piperidin-1-yl)ethyl)-1-(((S)-oxetan-2-yl)methyl)-1H-benzo[d]imidazole-6-carboxylic acid